2,3-dihydro-3,5-diisopentanoyloxy-6-methyl-4H-pyran-4-one C(CC(C)C)(=O)OC1COC(=C(C1=O)OC(CC(C)C)=O)C